ClC1=CC=C(C=C1)C(CC(=O)[O-])CC(=O)[O-] 3-(4-chlorophenyl)-glutarate